C(C1=C(C(=CC(=C1)N1CC2=C(CC1)N=C(S2)C(F)(F)F)C([2H])([2H])[2H])NC(CC(C)(C)C)=O)([2H])([2H])[2H] N-(2,6-bis(methyl-d3)-4-(2-(trifluoromethyl)-6,7-dihydrothiazolo[5,4-c]pyridin-5(4H)-yl)phenyl)-3,3-dimethylbutanamide